4-(2,5-Dichlorophenyl)-N-[2,6-dimethyl-4-(methylcarbamoyl)phenyl]pyrimidine-2-carboxamide ClC1=C(C=C(C=C1)Cl)C1=NC(=NC=C1)C(=O)NC1=C(C=C(C=C1C)C(NC)=O)C